CN1C[C@@H]([C@H](CC1)NC(C(COC1=NC=CC=C1OC(F)(F)F)(C)C)=O)C N-((3s,4s)-1,3-dimethylpiperidin-4-yl)-2,2-dimethyl-3-((3-(trifluoromethoxy)pyridin-2-yl)oxy)propanamide